N1=C(C=CC=C1)/C(=N/N)/C1CC(CCC1)NC(OC(C)(C)C)=O Tert-butyl N-[3-[(E)-2-pyridylcarbonohydrazonoyl] cyclohexyl]carbamate